N1C(C=C2C=CC=3C(=C12)C=CN3)C(=O)[O-] dihydropyrroloindole-carboxylate